The molecule is a modified amino acid generated by enzymic means from homocysteine and serine. It has a role as a metabolite. It is a member of cystathionines and an organic sulfide. C(CSCC(C(=O)O)N)C(C(=O)O)N